tert-Butyl (1R)-7-chloro-1-(5-formyl-2-methyl-3-thienyl)-3,4-dihydro-1H-isoquinoline-2-carboxylate ClC1=CC=C2CCN([C@H](C2=C1)C1=C(SC(=C1)C=O)C)C(=O)OC(C)(C)C